NC=1C(=CC(=C(C(=O)N[C@H]2CN(CC[C@@H]2F)C(=O)OC(C)(C)C)C1)F)N[C@@H]1[C@H](C1)C tert-butyl (3S,4S)-3-(5-amino-2-fluoro-4-(((1S,2S)-2-methylcyclopropyl)amino)benzamido)-4-fluoropiperidine-1-carboxylate